NCC1=C(C=C(C=C1)C1=C(C=NC=C1)C1CCN(CC1)C(=O)OC(C)(C)C)C tert-butyl 4-(4-(4-(aminomethyl)-3-methylphenyl)pyridin-3-yl)piperidine-1-carboxylate